(7R,14R)-11-(2-(1-aminocyclopentyl)pyrimidin-5-yl)-6-(methyl-d3)-1-((triisopropylsilyl)ethynyl)-6,7-dihydro-7,14-methanobenzo[f]benzo[4,5]imidazo[1,2-a][1,4]diazocin-5(14H)-one NC1(CCCC1)C1=NC=C(C=N1)C1=CC2=C(N=C3N2[C@H]2C4=C(C(N([C@@H]3C2)C([2H])([2H])[2H])=O)C=CC=C4C#C[Si](C(C)C)(C(C)C)C(C)C)C=C1